(S)-PENT-4-EN-2-AMINE C[C@@H](CC=C)N